tert-butyl 3-(2-ethoxy-2-oxo-ethyl)-3-(4-methylsulfanylquinazolin-6-yl)azetidine-1-carboxylate C(C)OC(CC1(CN(C1)C(=O)OC(C)(C)C)C=1C=C2C(=NC=NC2=CC1)SC)=O